5-((2-oxo-2H-[1,2'-bipyridin]-3-yl)amino)-pyrazolo[1,5-a]pyrimidine-3-carboxamide O=C1N(C=CC=C1NC1=NC=2N(C=C1)N=CC2C(=O)N)C2=NC=CC=C2